C(C1=CC=CC=C1)N(C([O-])=O)[C@@H](C(N(OC)C)=O)CO[Si](C(C)(C)C)(C)C.C1(=CC=CC=C1)[NH2+]CCC[Si](OC)(OC)OC 3-(phenylammonio)propyltrimethoxysilane (R)-benzyl-(3,8,8,9,9-pentamethyl-4-oxo-2,7-dioxa-3-aza-8-siladecan-5-yl)carbamate